1-((2S,5R)-5-((7H-Pyrrolo[2,3-d]pyrimidin-4-yl)amino)-2-methylpiperidin-1-yl)prop-2-en-1-one p-toluenesulfonic acid salt CC1=CC=C(C=C1)S(=O)(=O)O.N1=CN=C(C2=C1NC=C2)N[C@@H]2CC[C@@H](N(C2)C(C=C)=O)C